2-((oleoyloxy)methyl)-2-(3-(pyrrolidin-1-yl)propanamido)propane-1,3-diyl dioleate C(CCCCCCC\C=C/CCCCCCCC)(=O)OCC(COC(CCCCCCC\C=C/CCCCCCCC)=O)(NC(CCN1CCCC1)=O)COC(CCCCCCC\C=C/CCCCCCCC)=O